CN1C2=C(C3=CC=CC=C13)C=C(S2)C(=O)N[C@H](C)C2=CC=C(C(=O)O)C=C2 (R)-4-(1-(8-methyl-8H-thieno[2,3-b]indole-2-carboxamido)ethyl)benzoic acid